C12(CC3CC(CC(C1)C3)C2)NCCCCCCCCC2=C3CN(C(C3=CC=C2F)=O)C2C(NC(CC2)=O)=O 3-(4-(8-((adamantan-1-yl)amino)octyl)-5-fluoro-1-oxo-isoindolin-2-yl)piperidine-2,6-dione